BrC1=CC=C(C=C1)SC1=C(C#N)C=CC=C1 2-((4-bromophenyl)sulfenyl)benzonitrile